BrC=1C(=NN(C1C1=CC=C(C=C1)F)C)CC(=O)OC methyl 2-[4-bromo-5-(4-fluorophenyl)-1-methyl-1H-pyrazol-3-yl]acetate